beta-naphthalenyl-flavone C1=C(C=CC2=CC=CC=C12)C1=C(OC2=CC=CC=C2C1=O)C1=CC=CC=C1